N[C@H]1[C@@H](CCCC1)C1=C(C=2N=C(N=C(C2S1)NCC=1OC=CC1)Cl)C 6-((1R,2R)-2-aminocyclohexyl)-2-chloro-N-(furan-2-ylmethyl)-7-methylthieno[3,2-d]pyrimidin-4-amine